5-((6-chloropyridin-3-yl)oxy)-7-ethyl-1,3-dimethylquinolin-2(1H)-one ClC1=CC=C(C=N1)OC1=C2C=C(C(N(C2=CC(=C1)CC)C)=O)C